Diisopentyl Ether C(CC(C)C)OCCC(C)C